FC1=C(C=C(C=C1)C(C)C)C1=CC2=C(OCCN2)C=N1 7-[2-fluoro-5-(propan-2-yl)phenyl]-1H,2H,3H-pyrido[3,4-b][1,4]oxazin